5-(methylthio)-[1,2,4]triazole CSC1=NC=NN1